tert-butyl 4-[2-([[2-(5-fluoro-2,4-dimethoxypyridin-3-yl)-1-methylpyrrolo[2,3-c]pyridin-5-yl]carbamoyl]amino)ethyl]piperazine-1-carboxylate FC=1C(=C(C(=NC1)OC)C1=CC=2C(=CN=C(C2)NC(=O)NCCN2CCN(CC2)C(=O)OC(C)(C)C)N1C)OC